[O-2].[Hf+4].[La+3] lanthanum-hafnium-oxide